ClC=1C=NC(=NC1)NC1CCN(CC1)S(=O)(=O)C=1C=C(CN2CCN(CC2)C=2C=C3CN(C(C3=CC2F)=O)C2C(NC(CC2)=O)=O)C=CC1 3-(5-(4-(3-((4-((5-chloropyrimidin-2-yl)amino)piperidin-1-yl)sulfonyl)benzyl)-piperazin-1-yl)-6-fluoro-1-oxoisoindolin-2-yl)piperidine-2,6-dione